O.[Na+].C(C)(=O)C1C(C([O-])=O)(O)O[C@H]([C@@H]([C@H]1O)N)[C@H](O)[C@H](O)CO acetylneuraminic acid sodium salt hydrate